4-[(5-chloro-3-fluoropyridin-2-yl)oxy]-2,5-difluorobenzonitrile ClC=1C=C(C(=NC1)OC1=CC(=C(C#N)C=C1F)F)F